tert-butyl (E)-2-(4-((2-(2,6-dioxopiperidin-3-yl)-1,3-dioxoisoindolin-5-yl)diazenyl)-2,6-dimethoxyphenoxy)acetate O=C1NC(CCC1N1C(C2=CC=C(C=C2C1=O)/N=N/C1=CC(=C(OCC(=O)OC(C)(C)C)C(=C1)OC)OC)=O)=O